(2E)-2-(2-{[6-(2-cyanophenoxy)pyrimidin-4-yl]oxy}phenyl)-3-methoxyprop-2-enoic acid methyl ester COC(\C(=C\OC)\C1=C(C=CC=C1)OC1=NC=NC(=C1)OC1=C(C=CC=C1)C#N)=O